N1N=C(C2=CC=CC=C12)N[C@@H](C)C(=O)O Indazolylalanine